C(C)N1[C@@H](C=2C=CC=C(C3=CN4C(C(OCCCCCC(NC1=O)C=1N=CSC1)=N3)=NC=C4)C2)C (12R)-13-ethyl-12-methyl-16-(1,3-thiazol-4-yl)-12,13,16,17,18,19,20,21-octahydro-6,23-(azeno)-11,7-(metheno)imidazo[2,1-c][1,4,13,15]oxatriazacyclohenicosin-14(15H)-one